ClC1=NC(=CC=C1C(=O)NS(=O)(=O)C1=CC=CC(=N1)NCCC[C@H]1CC(N(C1)C(=O)OC(C)(C)C)(C)C)C1=CC(=CC(=C1)OCC(C)C)F tert-Butyl (4S)-4-[3-[[6-[[2-chloro-6-(3-fluoro-5-isobutoxy-phenyl) pyridine-3-carbonyl]sulfamoyl]-2-pyridyl]amino]propyl]-2,2-dimethyl-pyrrolidine-1-carboxylate